n-butanol-d C(CCC)O[2H]